5-(4-((4-chloro-5-(trifluoromethyl)pyrimidin-2-yl)amino)-3-methoxyphenoxy)adamantan-2-one ClC1=NC(=NC=C1C(F)(F)F)NC1=C(C=C(OC23CC4C(C(CC(C2)C4)C3)=O)C=C1)OC